O[C@@H]1CN(CC1)C(=O)C=1N=C(C=2OCC3COCC(N3C2N1)C)C(C)(C)S(=O)(=O)C ((S)-3-hydroxy-pyrrolidin-1-yl)-[(4bS,6R)-1-(1-methanesulfonyl-1-methyl-ethyl)-5-methyl-5,6,8a,9-tetrahydro-8H-7,10-dioxa-2,4,4b-triazaphenanthren-3-yl]-methanone